Methyl 4-(4-fluoro-5-hydroxy-6-methoxybenzo[b]thiophen-2-yl)-4-oxobutanoate FC1=C(C(=CC=2SC(=CC21)C(CCC(=O)OC)=O)OC)O